COC=1C=C(CO)C=C(C1OCC1CC(C(C(C1)OCCCCCCCCCCCCCCCCCC)OCCCCCCCCCCCCCCCCCC)OCCCCCCCCCCCCCCCCCC)OC 3,5-dimethoxy-4-[3',4',5'-tri(octadecyloxy)cyclohexylmethyloxy]benzyl alcohol